triacetyl citrate C(CC(O)(C(=O)OC(C)=O)CC(=O)OC(C)=O)(=O)OC(C)=O